CN1C(=CC(C2=CC=C(C=C12)SCC(=O)O)=O)C(F)(F)F 2-((1-methyl-4-oxo-2-(trifluoromethyl)-1,4-dihydroquinolin-7-yl)thio)acetic acid